1-bromo-2-chloro-4-iodobenzene BrC1=C(C=C(C=C1)I)Cl